ClC=1C=CC(=C(C1)C1=NOC(=N1)[C@H]1[C@@H](C1)C1=C(C=CC=C1)S(=O)(=O)N)OC (1R,2R)-2-[3-(5-chloro-2-methoxyphenyl)-1,2,4-oxadiazol-5-yl]Cyclopropyl-benzenesulfonamide